ClC1=C(C=CC=C1)C(CC#N)CC#N 3-(2-chlorophenyl)-glutaronitrile